N[C@H]1CCC[C@H](C(NC=2C=NN(C2C=2C=CC=C1N2)C)=O)C (9R,13S)-13-amino-3,9-dimethyl-3,4,7,18-tetraazatricyclo[12.3.1.02,6]Octadecan-1(18),2(6),4,14,16-pentaen-8-one